C(C)OC(CC1CCC(CC1)NC(=O)C=1N=C(C=C2C1NN=C2)N2C=NC=C2)=O.C(C2CO2)OCCC[Si](OC)(OC)OC gamma-(2,3-epoxypropoxy)propyltrimethoxysilane ethyl-2-((1r,4r)-4-(5-(1H-imidazol-1-yl)-1H-pyrazolo[3,4-c]pyridine-7-carboxamido)cyclohexyl)acetate